C(#N)C1=C2C=C(N=CC2=CC(=C1)C=1C=C(C=CC1C)NC(C1=CC(=NC=C1)C1(CC1)F)=O)NC N-(3-(5-cyano-3-(methylamino)isoquinolin-7-yl)-4-methylphenyl)-2-(1-fluorocyclopropyl)isonicotinamide